C(C)(C)(C)OC(=O)N[C@H](C#N)C[C@@H](C#N)C (2s,4s)-2-(tert-butoxycarbonylamino)-4-methylpentanedinitrile